C1(CC1)C=1C=NN2C1C(=CC(=C2)C=2N=NN(C2C)C2CCN(CC2)C(=O)OC(C)(C)C)O[C@H](C)C2=NC=C(C=C2)F tert-Butyl 4-[4-[3-cyclopropyl-4-[(1R)-1-(5-fluoro-2-pyridyl)ethoxy] pyrazolo[1,5-a]pyridin-6-yl]-5-methyl-triazol-1-yl]piperidine-1-carboxylate